3-(4'-amino-1-oxo-1,3-dihydro-2H-isoindol-2-yl)piperidine NC1=C2CN(C(C2=CC=C1)=O)C1CNCCC1